NCCCNCCCC[Si](OCC)(OCC)OCC N-(3-aminopropyl)-4-aminobutyltriethoxysilane